CC1=NNC2=CC=C(C=C12)N1C(C=CC=C1)=O (3-methyl-1H-indazol-5-yl)pyridin-2(1H)-one